N-{[2-(2-{[1-(3-chloro(2-pyridyl))-isopropyl]amino}pyrimidin-5-yl)-1,3-thiazol-5-yl]methyl}acetamide ClC=1C(=NC=CC1)C(C)(C)NC1=NC=C(C=N1)C=1SC(=CN1)CNC(C)=O